ClC=1C=C(C(=C2C=CNC12)N1C(C2=CC(=C(C=C2C(=C1)C(=O)N1CCCCC1)OC)OC)=O)F 2-(7-chloro-5-fluoro-1H-indol-4-yl)-6,7-dimethoxy-4-(piperidine-1-carbonyl)isoquinolin-1(2H)-one